2-[1'-(1H-indazole-5-carbonyl)-4-methyl-2-oxospiro[indole-3,4'-piperidin]-1-yl]-N-(1,2,3,4-tetrahydronaphthalen-1-yl)acetamide N1N=CC2=CC(=CC=C12)C(=O)N1CCC2(CC1)C(N(C1=CC=CC(=C12)C)CC(=O)NC1CCCC2=CC=CC=C12)=O